2-chloro-5-(1,3-dioxooctahydro-2H-isoindol-2-yl)benzoic acid (1-methoxy-1-isopentyloxycarbonylmethyl) ester COC(C(=O)OCCC(C)C)OC(C1=C(C=CC(=C1)N1C(C2CCCCC2C1=O)=O)Cl)=O